glycidyloxyanilin C(C1CO1)ONC1=CC=CC=C1